tert-butyl-4-chloro-3-(2-ethoxy-2-oxo-ethoxy)-5-[3-[[1-[(3-nitrophenyl)methylsulfonyl]-4-piperidyl]amino]phenyl]thiophene-2-carboxylate C(C)(C)(C)OC(=O)C=1SC(=C(C1OCC(=O)OCC)Cl)C1=CC(=CC=C1)NC1CCN(CC1)S(=O)(=O)CC1=CC(=CC=C1)[N+](=O)[O-]